C(=O)C1=CC=C(C=C1)C=1N=C(C2=C(N1)N(C=C2)C2=CC=C(C=C2)C=O)C2=CC=C(C=C2)C=O 2,4,7-Tri(4-formylphenyl)-7H-pyrrolo[2,3-d]pyrimidine